CS(=O)(=O)[O-].C(CCCCCCCCCCC)[NH+]1C=C(C=C1)C 1-Dodecyl-3-Methylpyrrolium methansulfonat